C(CCC)C=1N=C(C(=NC1)C1=CC=C(C=C1)OC)N1CCNCC1 5-butyl-2-(4-methoxyphenyl)-3-(piperazin-1-yl)pyrazine